N1=NN(C2=NC=CC=C21)C2=CC(=C(C(=O)N([C@H]1CNCCC1)C1=NC=CC3=C1N(C=N3)C)C=C2)F (R)-4-(3H-[1,2,3]triazolo[4,5-b]pyridin-3-yl)-2-fluoro-N-(3-methyl-3H-imidazo[4,5-c]pyridin-4-yl)-N-(piperidin-3-yl)benzamide